ClC=1C=2CCCN3[C@H](CN(C(N1)=O)C32)C (S)-6-chloro-2-methyl-1,2,4,5-tetrahydro-3H,8H-2a,7,8a-triaza-acenaphthylene-8-one